p-amyl-phenylacetylene C(CCCC)C1=CC=C(C=C1)C#C